1-methylcyclohexane-2,4-diyl diisocyanate CC1C(CC(CC1)N=C=O)N=C=O